FC1(CC1)CN1N=CC=2C1=CN=C(C2)C=NS(=O)C(C)(C)C N-((1-((1-fluorocyclopropyl)methyl)-1H-pyrazolo[3,4-c]pyridin-5-yl)methylene)-2-methylpropan-2-sulfinamide